NC1=CC(=C(C=C1)N1CCN(CC1)C1C(CN(CC1)C(=O)OC(C)(C)C)(F)F)F tert-butyl 4-(4-(4-amino-2-fluorophenyl)piperazin-1-yl)-3,3-difluoropiperidine-1-carboxylate